5-(3-ethoxy-4-pyridinyl)-1-isopropyl-N-[(6-methoxy-2-pyridinyl)methyl]-3-methyl-pyrazolo[4,3-b]pyridin-7-amine C(C)OC=1C=NC=CC1C1=CC(=C2C(=N1)C(=NN2C(C)C)C)NCC2=NC(=CC=C2)OC